C(#N)CNS(=O)(=O)N1C(OCC1)=O N-(cyanomethyl)-2-oxooxazolidine-3-sulfonamide